COC(=O)C1C2CN(CC1CC2)C(=O)OC(C)(C)C 3-BOC-3-azabicyclo[3.2.1]Octane-8-carboxylic acid methyl ester